N-(5-(4-acetamidophenyl)thiazolo[5,4-b]pyridin-2-yl)-4-(2-methoxy-5-(methoxymethyl)phenyl)-6-methylnicotinamide C(C)(=O)NC1=CC=C(C=C1)C1=CC=C2C(=N1)SC(=N2)NC(C2=CN=C(C=C2C2=C(C=CC(=C2)COC)OC)C)=O